2-diphenylphosphinoyl-2-methyl-3,4-dihydro-2H-pyrrole N-oxide C1(=CC=CC=C1)P(=O)(C1([N+](=CCC1)[O-])C)C1=CC=CC=C1